C(N)(=O)C1CCN(CC1)C(=O)OC1=CC=C(C=C1)CC(C(=O)O)NC([C@H](CC(C)C)NC(COC1=C(C=CC=C1)C)=O)=O 3-[4-(4-carbamoylpiperidine-1-carbonyl)oxyphenyl]-2-[[(2S)-4-methyl-2-[[2-(2-methylphenoxy)acetyl]amino]pentanoyl]amino]propanoic acid